BrC=1C=C(C=CC1)C#CCCC(C=C)O 7-(3-bromophenyl)hept-1-en-6-yn-3-ol